4-(benzofuran-2-yl)-aniline O1C(=CC2=C1C=CC=C2)C2=CC=C(N)C=C2